(2R)-2-[3-(3,3-difluoroazetidin-1-yl)phenyl]-2-methoxy-N-[5-[[(3R)-1-pyridazin-3-ylpyrrolidin-3-yl]amino]-1,3,4-thiadiazol-2-yl]acetamide FC1(CN(C1)C=1C=C(C=CC1)[C@H](C(=O)NC=1SC(=NN1)N[C@H]1CN(CC1)C=1N=NC=CC1)OC)F